Dianthracene C1=CC=C2C3C4C5=CC=CC=C5C(C(C2=C1)C6=CC=CC=C36)C7=CC=CC=C47